CC1CN(CC(N1C)=O)C(=O)OC(C)(C)C tert-butyl 3,4-dimethyl-5-oxopiperazine-1-carboxylate